NC=1C=2N(C=CN1)C(=NC2C2=CC=C(CNC(C1=C(C=CC(=C1)F)OC)=O)C=C2)C2=CC=C(C=C2)N2CCNCC2 N-(4-(8-amino-3-(4-(piperazin-1-yl)phenyl)imidazo[1,5-a]pyrazin-1-yl)benzyl)-5-fluoro-2-methoxybenzamide